CNCC1=CC=C2C(=CNC(C2=C1)=O)C1=C(C=CC=C1)C 7-(methylaminomethyl)-4-(o-tolyl)-2H-isoquinolin-1-one